C(C1=CC=CC=C1)N1N=C(C=2C1=NC(=NC2)C2=NN=CN2)C2=CC=CC=C2 1-benzyl-3-phenyl-6-(4H-1,2,4-triazol-3-yl)-1H-pyrazolo[3,4-d]pyrimidine